6-bromo-7,8-dihydronaphthalen-2-yl pivalate C(C(C)(C)C)(=O)OC1=CC=2CCC(=CC2C=C1)Br